3-(5-(3-fluoro-4-methyl-5-(6-(4-methylpiperazin-1-yl)imidazo[1,2-a]pyridine-3-carboxamido)phenyl)-1,2,4-oxadiazol-3-yl)azetidine-1-carboxylic acid methyl ester COC(=O)N1CC(C1)C1=NOC(=N1)C1=CC(=C(C(=C1)NC(=O)C1=CN=C2N1C=C(C=C2)N2CCN(CC2)C)C)F